COC(=O)N1[C@H](C[C@@H](C1)F)C#C (2R,4S)-2-ethynyl-4-fluoropyrrolidine-1-carboxylic acid methyl ester